CCN1CCN(CC1)C2=C(C=C3C(=C2)N(C=C(C3=O)C(=O)O)C4CC4)F The molecule is a quinolinemonocarboxylic acid that is 1,4-dihydroquinoline-3-carboxylic acid substituted by an oxo group at position 4, a fluoro group at position 6, a cyclopropyl group at position 1 and a 4-ethylpiperazin-1-yl group at position 7. It is a veterinary antibacterial agent used for the treatment of pets. It has a role as an antibacterial agent, an antineoplastic agent and an antimicrobial agent. It is a quinolinemonocarboxylic acid, a quinolone, an organofluorine compound, a N-alkylpiperazine, a N-arylpiperazine and a member of cyclopropanes.